2-((2-cyclopropyl-1-oxo-6-(piperidin-4-yl)-1,2-dihydroisoquinolin-4-yl)(methyl)amino)-4-(4-fluorophenyl)thiazole-5-carbonitrile C1(CC1)N1C(C2=CC=C(C=C2C(=C1)N(C=1SC(=C(N1)C1=CC=C(C=C1)F)C#N)C)C1CCNCC1)=O